tert-butyl 4-[(2S)-2-{[8-(trifluoromethyl)quinazolin-4-yl]amino}propyl]piperazine-1-carboxylate FC(C=1C=CC=C2C(=NC=NC12)N[C@H](CN1CCN(CC1)C(=O)OC(C)(C)C)C)(F)F